C(C)OC1=C(C=C(C(=C1)OCC)OCC)C1=NC(=CC(=C1)C1=CC=C(C=C1)C1=CC=C(C=C1)N(C1=CC=C(C=C1)C)C1=CC=C(C=C1)C)C1=C(C=C(C(=C1)OCC)OCC)OCC 2,6-bis(2,4,5-triethyloxyphenyl)-4-(4'-bis(4-methylphenyl)aminobiphenyl-4-yl)pyridine